CC(C)(C)S(=O)NC(CC(=O)OC)(C)C1=CC(=CC=C1)C(F)(F)F methyl 3-[(2-methylpropane-2-sulfinyl)amino]-3-[3-(trifluoromethyl)phenyl]butanoate